dimethyl phthalate (dimethylphthalate) CC=1C(=C(C(C(=O)O)=CC1)C(=O)O)C.C(C=1C(C(=O)OC)=CC=CC1)(=O)OC